O(C1=CC=CC=C1)C1=NC(=NC(=C1)C1=C(C=C(C=C1C)C)C)NS(=O)(=O)C1=CC=CC=C1 N-[4-phenoxy-6-(2,4,6-trimethylphenyl)pyrimidin-2-yl]benzenesulfonamide